2'-((5-(4-isopropylpiperazin-1-yl)pyridin-2-yl)amino)-7',8'-dihydro-6'H-spiro[cyclohexane-1,9'-pyrazino[1',2':1,5]pyrrolo[2,3-d]pyrimidin]-6'-one C(C)(C)N1CCN(CC1)C=1C=CC(=NC1)NC=1N=CC2=C(N1)N1C(=C2)C(NCC12CCCCC2)=O